dimethyl-bis(2-methyl-4-(3-tert-butylphenyl)indenyl)silane C[Si](C1C(=CC2=C(C=CC=C12)C1=CC(=CC=C1)C(C)(C)C)C)(C1C(=CC2=C(C=CC=C12)C1=CC(=CC=C1)C(C)(C)C)C)C